[C@H]12CC(C[C@H](CC1)N2)N(C=2SC=1N=C(SC1N2)C2=NC=C(C=N2)Br)C N-[(1R,3s,5S)-8-azabicyclo[3.2.1]octan-3-yl]-5-(5-bromopyrimidin-2-yl)-N-methyl-[1,3]thiazolo[5,4-d][1,3]thiazol-2-amine